4,7-dimethyl-3-(6-(methylamino)pyridin-3-yl)imidazo[1,5-a]quinazolin-5(4H)-one CN1C=2N(C3=CC=C(C=C3C1=O)C)C=NC2C=2C=NC(=CC2)NC